6α-ethyl-7α-hydroxy-3-oxo-5β-cholan-24-oic acid methyl ester COC(CC[C@@H](C)[C@H]1CC[C@H]2[C@@H]3[C@@H]([C@@H]([C@@H]4CC(CC[C@]4(C)[C@H]3CC[C@]12C)=O)CC)O)=O